(6-bromo-3,4-dihydro-2H-benzo[b][1,4]oxazin-2-yl)methanol BrC1=CC2=C(OC(CN2)CO)C=C1